4-[5-{[(3R)-2-oxoazepan-3-yl]amino}-7-(trifluoromethyl)[1,2,4]triazolo[1,5-c]quinazolin-2-yl]benzonitrile O=C1NCCCC[C@H]1NC1=NC=2C(=CC=CC2C=2N1N=C(N2)C2=CC=C(C#N)C=C2)C(F)(F)F